5,8-dibromo-2,3-bis(3-(octyloxy)phenyl)quinoxaline BrC1=C2N=C(C(=NC2=C(C=C1)Br)C1=CC(=CC=C1)OCCCCCCCC)C1=CC(=CC=C1)OCCCCCCCC